rac-6-(4-Amino-3-fluoro-phenyl)-2-methylsulfanyl-8-sec-butyl-pyrido[2,3-d]pyrimidin-7-one NC1=C(C=C(C=C1)C1=CC2=C(N=C(N=C2)SC)N(C1=O)[C@H](C)CC)F |r|